NC1=NC(N(C=C1F)[C@@H]1O[C@]([C@H]([C@@H]1F)O)(CSC)CO)=O 4-amino-5-fluoro-1-[(2R,3S,4R,5R)-3-fluoro-4-hydroxy-5-(hydroxymethyl)-5-[(methylsulfanyl)methyl]oxolan-2-yl]pyrimidin-2-one